The molecule is an unsaturated fatty acyl-CoA that results from the formal condensation of the thiol group of coenzyme A with the carboxy group of (11Z)-3-oxohexadecenoic acid. It is a 3-oxo-fatty acyl-CoA, a long-chain fatty acyl-CoA and a monounsaturated fatty acyl-CoA. It is a conjugate acid of an (11Z)-3-oxohexadecenoyl-CoA(4-). CCCC/C=C\\CCCCCCCC(=O)CC(=O)SCCNC(=O)CCNC(=O)[C@@H](C(C)(C)COP(=O)(O)OP(=O)(O)OC[C@@H]1[C@H]([C@H]([C@@H](O1)N2C=NC3=C(N=CN=C32)N)O)OP(=O)(O)O)O